CC(C)(CCC(C)(OOC=1C=C(C=CC1)C)C)OOC=1C=C(C=CC1)C 2,5-dimethyl-2,5-di(m-toluyl-peroxy)hexane